ClC=1N=NC(=CC1C=C)Cl 3,6-Dichloro-4-ethenylpyridazine